racemic-butylpropyl-lactamide C(CCC)C[C@](C(=O)N)(O)CCC |r|